C1(=CC=C(C=C1)C=1C(=C2C(=NC1)NC(=N2)O[C@@H]2CO[C@H]1[C@@H]2OC[C@H]1O)Cl)C1=CC=CC=C1 (3R,3aR,6R,6aR)-6-((6-([1,1'-bi-phenyl]-4-yl)-7-chloro-3H-imidazo[4,5-b]pyridin-2-yl)oxy)hexahydrofuro[3,2-b]furan-3-ol